cis-3-heptadecene-1,1-dicarboxylic acid anhydride C1(C\C=C/CCCCCCCCCCCCC)C(=O)OC1=O